2-(2'-chloro-3'-((1-(1,5-dimethyl-4,5,6,7-tetrahydro-1H-imidazo[4,5-c]pyridin-2-yl)cyclopropyl)amino)-2-methyl-[1,1'-biphenyl]-3-yl)-5-(hydroxymethyl)benzo[d]thiazole-7-carbonitrile ClC1=C(C=CC=C1NC1(CC1)C=1N(C2=C(CN(CC2)C)N1)C)C1=C(C(=CC=C1)C=1SC2=C(N1)C=C(C=C2C#N)CO)C